OCCN(C(CCCCC(=O)N(CC(C)O)CCO)=O)CC(C)O N1,N6-bis(2-hydroxyethyl)-N1,N6-bis(2-hydroxypropyl)-adipamide